6-methoxy-1-methylindazole-5-carboxamide COC1=C(C=C2C=NN(C2=C1)C)C(=O)N